COC1CCC(CC1)NC(=O)C1=NC(=NC=C1)C1=CN=CN1C N-(4-methoxycyclohexyl)-2-(1-methyl-1H-imidazol-5-yl)pyrimidine-4-carboxamide